(2S,3R,4R,5R)-4-[[3-(3,4-Difluoro-2-methoxy-phenyl)-5-(difluoromethyl)-4,5-dimethyl-tetrahydrofuran-2-carbonyl]amino]pyridin-2-carboxamid FC=1C(=C(C=CC1F)[C@@H]1[C@H](O[C@@]([C@@H]1C)(C)C(F)F)C(=O)NC1=CC(=NC=C1)C(=O)N)OC